2-(5-Amino-3-(tetrahydro-2H-pyran-4-yl)-1H-pyrazol-1-yl)acetic acid NC1=CC(=NN1CC(=O)O)C1CCOCC1